2-(2-Chlorophenyl)-N-{4-[1-(2-hydroxyethyl)-1H-pyrazol-4-yl]-3-sulfamoylphenyl}acetamide ClC1=C(C=CC=C1)CC(=O)NC1=CC(=C(C=C1)C=1C=NN(C1)CCO)S(N)(=O)=O